ClC=1C=C2C(=CC1Cl)NC(C21CNC(C1)C)=O 5,6-dichloro-5'-methyl-1H-spiro[indol-3,3'-pyrrolidin]-2-one